NC1=C2N(C(N(C2=NC=N1)[C@H]1C(CN(CC1)C1CCN(CC1)C1CNC1)(F)F)=O)C1=CC=C(C=C1)OC1=CC=CC=C1 (R)-6-amino-9-(1'-(azetidin-3-yl)-3,3-difluoro-[1,4'-bipiperidin]-4-yl)-7-(4-phenoxyphenyl)-7,9-dihydro-8H-purin-8-one